NC(C(=O)O)CCCCCCCC(=O)O 2-aminodecanedioic acid